FC(SN1CC2=CC=CC=C2C1)(F)F 2-((trifluoromethyl)sulfenyl)isoindoline